N-(4''-(((2-aminoethyl)amino)methyl)-3''-fluoro-5''-methoxy-2,2'-dimethyl-[1,1':3',1''-terphenyl]-3-yl)-3-methyl-2,4-dioxo-1,2,3,4-tetrahydropyrimidine-5-carboxamide NCCNCC1=C(C=C(C=C1OC)C=1C(=C(C=CC1)C1=C(C(=CC=C1)NC(=O)C=1C(N(C(NC1)=O)C)=O)C)C)F